C(C)(C)N1C(=NC(=C1)C(F)(F)F)C1=CC=C(CN2C=3N(CCC2)N=C(C3)C3=C(C=NN3C(C)C)C)C=C1 4-(4-(1-isopropyl-4-(trifluoromethyl)-1H-imidazol-2-yl)benzyl)-2-(1-isopropyl-4-methyl-1H-pyrazol-5-yl)-4,5,6,7-tetrahydropyrazolo[1,5-a]pyrimidine